N-{[4-(benzenesulfonyl)phenyl]meth-yl}imidazo[1,5-a]pyridine-6-carboxamide C1(=CC=CC=C1)S(=O)(=O)C1=CC=C(C=C1)CNC(=O)C=1C=CC=2N(C1)C=NC2